3-(4-fluoro-2-methyl-1-(1-methylpiperidin-4-yl)-1H-benzo[d]imidazol-6-yl)-N-(5-fluoropyridin-3-yl)-1H-pyrrolo[2,3-b]pyridine-5-carboxamide FC1=CC(=CC=2N(C(=NC21)C)C2CCN(CC2)C)C2=CNC1=NC=C(C=C12)C(=O)NC=1C=NC=C(C1)F